IC1=CN(C2=CC=C(C=C12)C=1C=C(C(=O)OC)C=CN1)C(C)C methyl 2-(3-iodo-1-isopropyl-1H-indol-5-yl)isonicotinate